OBO Dioxaborane